C1(=CC=CC=C1)C1C2CN(CC12)C(=O)[O-] 6-phenyl-3-azabicyclo[3.1.0]hexane-3-carboxylate